C(C1=CC=CC=C1)N(CCCN1CCN(CC1)CCCNC(OC(C)(C)C)=O)C tertbutyl N-[3-[4-[3-[benzyl(methyl)amino]propyl]piperazin-1-yl]propyl]carbamate